FC=1C(=CC(=NC1)OC)C1=CC(=NN1COCC[Si](C)(C)C)C(=O)O 5-(5-fluoro-2-methoxypyridin-4-yl)-1-{[2-(trimethylsilyl)ethoxy]methyl}pyrazole-3-carboxylic acid